C(CCCCCCC\C=C/CCCCCC)NCCCN N-[(9Z)-hexadec-9-en-1-yl]propane-1,3-diamine